2-((4-(benzyloxy)-3-(3-phenylpropoxy)benzyl)amino)ethan-1-ol C(C1=CC=CC=C1)OC1=C(C=C(CNCCO)C=C1)OCCCC1=CC=CC=C1